tert-butyl ((R)-4-morpholino-1,4-dioxo-1-(((R)-4-phenyl-1-(4,4,5,5-tetramethyl-1,3,2-dioxaborolan-2-yl)butyl) amino)butan-2-yl)carbamate O1CCN(CC1)C(C[C@H](C(N[C@@H](CCCC1=CC=CC=C1)B1OC(C(O1)(C)C)(C)C)=O)NC(OC(C)(C)C)=O)=O